3-[4-[3-[[(3S,4R)-3-fluoro-4-piperidinyl]oxymethyl]cyclobutyl]-3-methyl-2-oxo-benzimidazol-1-yl]piperidine-2,6-dione F[C@H]1CNCC[C@H]1OCC1CC(C1)C1=CC=CC=2N(C(N(C21)C)=O)C2C(NC(CC2)=O)=O